O[C@@H]1C[C@H](NC1)C(NCC1=C(C=C(C=C1)C1=C(N=CS1)C)O)=O (2S,4R)-4-hydroxy-2-((2-hydroxy-4-(4-methylthiazol-5-yl)benzyl)carbamoyl)pyrrolidin